3-(1-oxo-6-(trifluoromethoxy)-7-(trifluoromethyl)isoindolin-2-yl)piperidine-2,6-dione O=C1N(CC2=CC=C(C(=C12)C(F)(F)F)OC(F)(F)F)C1C(NC(CC1)=O)=O